4,4'-methylenebis(2,6-di(methoxymethyl)phenol) C(C1=CC(=C(C(=C1)COC)O)COC)C1=CC(=C(C(=C1)COC)O)COC